N1=CN=C2NC=NC2=C1C1=C(C(=O)N)C=CC=C1 9H-purin-6-ylbenzamide